COC(C1=NC=C(C=C1C=1SC=CN1)F)=O 5-fluoro-3-(thiazol-2-yl)picolinic acid methyl ester